(6-chloro-4,5-dimethylpyridin-3-yl)ethanone Tert-butyl-(2S,4R)-4-hydroxy-2-[[(1S)-1-[4-(4-methyl-1,3-thiazol-5-yl)phenyl]ethyl]carbamoyl]pyrrolidine-1-carboxylate C(C)(C)(C)OC(=O)N1[C@@H](C[C@H](C1)O)C(N[C@@H](C)C1=CC=C(C=C1)C1=C(N=CS1)C)=O.ClC1=C(C(=C(C=N1)C(C)=O)C)C